N-([1,1'-biphenyl]-4-yl)-9,9,10,10-tetramethyl-3-(4,4,5,5-tetramethyl-1,3,2-dioxaborolan-2-yl)-9,10-dihydroanthracen-2-amine C1(=CC=C(C=C1)NC1=CC=2C(C3=CC=CC=C3C(C2C=C1B1OC(C(O1)(C)C)(C)C)(C)C)(C)C)C1=CC=CC=C1